N-methyl-biguanide CNC(=N)NC(=N)N